[I-].CN1CN(C2=C1C=CC=C2)C2=CC=CC=C2 1-methyl-3-phenylbenzimidazole iodide